3-[[2-[4-(dimethyl-amino)phenyl]imidazo[1,2-a]pyrazin-3-yl]amino]-N-methyl-benzamide CN(C1=CC=C(C=C1)C=1N=C2N(C=CN=C2)C1NC=1C=C(C(=O)NC)C=CC1)C